6-hexylphosphonic acid CCCCCCP(O)(O)=O